4-(chloromethyl)-1-methyl-imidazole hydrochloride Cl.ClCC=1N=CN(C1)C